ClC=1C=C(C=CC(=O)O)C=CC1 3-chlorocinnamic acid